N-(2-((1r,3r,5r,7r)-adamantan-2-ylamino)ethyl)-5-(4-cyano-phenyl)-1-(2,4-dichlorophenyl)-4-methyl-1H-pyrazole-3-carboxamide C12C(C3CC(CC(C1)C3)C2)NCCNC(=O)C2=NN(C(=C2C)C2=CC=C(C=C2)C#N)C2=C(C=C(C=C2)Cl)Cl